(2S)-2-[(tert-butoxycarbonyl)amino]-6-(2,5,8,11,14,17,20,23-octaoxahexacosan-26-amido)hexanoic acid C(C)(C)(C)OC(=O)N[C@H](C(=O)O)CCCCNC(CCOCCOCCOCCOCCOCCOCCOCCOC)=O